C(CC=C)OC1=C(C(=CC=C1)C)C1=CC(=CC=C1)[C@H](CC(=O)OC)NC([C@@H](CC=C)O)=O Methyl (S)-3-(2'-(but-3-en-1-yloxy)-6'-methyl-[1,1'-biphenyl]-3-yl)-3-((R)-2-hydroxypent-4-enamido)propanoate